N6-(3-methylthiazolidin-2-ylidene)quinazoline-4,6-diamine CN1C(SCC1)=NC=1C=C2C(=NC=NC2=CC1)N